2-(dimethylamino)-N-(1-hydroxyisoquinolin-6-yl)-2-(thiophen-3-yl)acetamide CN(C(C(=O)NC=1C=C2C=CN=C(C2=CC1)O)C1=CSC=C1)C